2-METHOXY-5-METHYLBENZALDEHYDE COC1=C(C=O)C=C(C=C1)C